5-bromo-2-(N-((1S,2R)-2-(3-chloro-6-fluoro-2-tolyl)-1-(5-oxo-4,5-dihydro-1,3,4-oxadiazol-2-yl)propyl)sulfamoyl)benzamide BrC=1C=CC(=C(C(=O)N)C1)S(N[C@@H]([C@H](C)C1=C(C(=CC=C1Cl)F)C)C=1OC(NN1)=O)(=O)=O